N-(triethoxysilylpropyl)ethylenediamine C(C)O[Si](OCC)(OCC)CCCNCCN